7-Hydroxy-7-methyl-6,7-dihydro-5H-pyrrolo[1,2-a]imidazol OC1(CCN2C1=NC=C2)C